C(CCC)[C@]1([C@](C2=C(C(=C(C=C2C=C1C(=O)O)OC)O)OC)(C1=CC(=C(C(=C1)OC)O)OC)CCCC)C(=O)O dibutyl-(1S,2R)-7-hydroxy-1-(4-hydroxy-3,5-dimethoxyphenyl)-6,8-dimethoxy-1,2-dihydro-naphthalene-2,3-dicarboxylic acid